ClC=1C=C(OCC(=O)NC[C@@H](CC)O)C=CC1C=1N(C2=NC=NC(=C2N1)OC1(CC1)C)CC1=NC=CC(=C1)C (R)-2-(3-chloro-4-(6-(1-methylcyclopropoxy)-9-((4-methylpyridin-2-yl)methyl)-9H-purin-8-yl)phenoxy)-N-(2-hydroxybutyl)acetamide